C(C1=CC=CC=C1)N1[C@@H]2[C@H]([C@]3(N=C[C@@H]2[C@@H](CC1)C3)C(=O)NCC(C)C)CC(C)C |o1:8,9,10,13,14| (1S*,2R*,3R*,7S*,8R*)-4-benzyl-1-isobutylaminocarbonyl-2-isobutyl-4,10-diazatricyclo[5.3.1.03,8]undeca-9-ene